BrC1=C2C3(CC=4C(=NOC4C2=CC(=C1)OC)N(S(=O)(=O)C1=C(C=CC=C1)OC)CC[Si](C)(C)C)CC3 N-(6'-bromo-8'-methoxy-4'H-spiro[cyclopropane-1,5'-naphtho[2,1-d]isoxazol]-3'-yl)-2-methoxy-N-(2-(trimethylsilyl)ethyl)benzenesulfonamide